COC=1C(=NC(=NC1N1CCN(CC1)CC(=O)N1CCOCC1)SC1=CC=C(C=C1)NC(C)=O)NC1=NNC(=C1)C N-(4-((5-methoxy-4-((5-methyl-1H-pyrazol-3-yl)amino)-6-(4-(2-morpholino-2-oxoethyl)piperazin-1-yl)pyrimidin-2-yl)thio)phenyl)acetamide